S1C(=CC=C1)C1C(=NOC1)O THIENYLHYDROXYISOXAZOLINE